3-methylbutanoic acid ethyl ester C(C)OC(CC(C)C)=O